N1(CCC1)C1=NC=2N(C=C1)N=C(N2)N 5-(azetidin-1-yl)-[1,2,4]triazolo[1,5-a]pyrimidin-2-amine